C(=O)O.N1N=CC(=C1)C=1SC=C(N1)C(=O)NC=1C(=NN(C1)C1CC(C1)OCC(F)(F)F)C1=NC=CC=C1 2-(1H-pyrazol-4-yl)-N-(3-(pyridin-2-yl)-1-((1r,3r)-3-(2,2,2-trifluoroethoxy)cyclobutyl)-1H-pyrazol-4-yl)thiazole-4-carboxamide formate